2,2'-(1,3-dibromo-2,5-difluoro-4,6-phenylene)diacetonitrile BrC1=C(C(=C(C(=C1CC#N)F)CC#N)Br)F